(S)-1-(4-chlorophenyl)-N-((1R,2R)-1-hydroxy-1-(6-isopropoxypyridin-3-yl)-3-(pyrrolidin-1-yl)propan-2-yl)pyrrolidine-3-carboxamide ClC1=CC=C(C=C1)N1C[C@H](CC1)C(=O)N[C@@H]([C@@H](C=1C=NC(=CC1)OC(C)C)O)CN1CCCC1